BrC=1N=C(C=C2C1OCC2(C)CO)I (7-bromo-5-iodo-3-methyl-2,3-dihydrofuro[2,3-c]pyridin-3-yl)methanol